5-chloro-3-(4-trifluoromethoxybenzamido)benzofuran-2-carboxylic acid ClC=1C=CC2=C(C(=C(O2)C(=O)O)NC(C2=CC=C(C=C2)OC(F)(F)F)=O)C1